Silyl-cyclohexasilan [SiH3][SiH]1[SiH2][SiH2][SiH2][SiH2][SiH2]1